OC(CNC1=NN=C(N1)NCCCC)CC(CCC[Si](OC)(OC)OC)=O 3-[2-hydroxy-4-oxo-7-(trimethoxysilyl)heptylamino]-5-butylamino-4H-1,2,4-triazole